N-(2-nitro-4-(trifluoromethoxy)phenyl)pyridine-2-amine [N+](=O)([O-])C1=C(C=CC(=C1)OC(F)(F)F)NC1=NC=CC=C1